BrC=1C(=NC2=CC(=NC=C2C1)Cl)NCCO 2-[(3-bromo-7-chloro-1,6-naphthyridin-2-yl)amino]ethanol